ClC=1C(=NC(=NC1)NC1=CC2=C(B(OC2)O)C=C1)NC(CC)CCC 5-((5-chloro-4-(hexan-3-ylamino)pyrimidin-2-yl)amino)benzo[c][1,2]oxaborol-1(3H)-ol